ClC1=C(C(=CC=C1)C)N1N=CC(=C1CO[C@H]1[C@@H]2CN[C@H](C1)C2)C2CC2 (1S,4S,5R)-5-[[1-(2-chloro-6-methylphenyl)-4-cyclopropyl-1H-pyrazol-5-yl]methoxy]-2-azabicyclo[2.2.1]heptane